[N+](=O)([O-])C=1C=C(C=CC1)N1C(C=CC2=CN=C3C(=C12)C=CC(=C3)C3=CC=C(C=C3)NS(=O)(=O)C)=O N-(4-(1-(3-Nitrophenyl)-2-oxo-1,2-dihydrobenzo[h][1,6]naphthyridin-8-yl)phenyl)methanesulfonamide